CCN(CCOC(=O)C)C1=CC(=C(C=C1)N=NC2=NC=C(S2)[N+](=O)[O-])C The molecule is a monoazo compound consisting of diazene with a 5-nitrothiazol-2-yl group attached to one nitrogen and a substituted 4-aminophenyl group attached to the other; used as a dye standard for the assay of allergy-releasing dyes in textiles. It has a role as a dye, a hapten and an allergen. It is a member of 1,3-thiazoles, a monoazo compound and a tertiary amine.